C=CC Z-propene